BrC1=C2C(N(C(C2=CC=C1CN1CCN(CC1)C1=NC(=C(C(=O)N)C=C1)C1=CC=C(C=C1)OC1=CC=CC=C1)=O)C1C(NC(CC1)=O)=O)=O 6-(4-((4-bromo-2-(2,6-dioxopiperidin-3-yl)-1,3-dioxoisoindolin-5-yl)methyl)piperazine-1-yl)-2-(4-phenoxyphenyl)nicotinamide